ClC1=C(C(=C(C=C1OC)OC)Cl)C=1C(N(C2=CC(=NC=C2C1)C=1C=NN(C1)CCN1CCOCC1)CC)=O 3-(2,6-dichloro-3,5-dimethoxyphenyl)-1-ethyl-7-(1-(2-morpholinoethyl)-1H-pyrazol-4-yl)-1,6-naphthyridin-2(1H)-one